FC(S(=O)(=O)OC=1CC2C(CN(C2)CC2=CC=CC=C2)C1)(F)F 2-benzyl-1,2,3,3a,4,6a-hexahydrocyclopenta[c]pyrrol-5-yl trifluoromethanesulfonate